N[C@H](C(F)(F)C1=C(C2=NC(=CC(=C2S1)NCC=1SC=CC1)Cl)Cl)C 2-[(2S)-2-amino-1,1-difluoropropyl]-3,5-dichloro-N-[(thiophen-2-yl)methyl]thieno[3,2-b]pyridin-7-amine